butyl 4-(4-(2-(2-((2-(2,6-dioxopiperidin-3-yl)-1,3-dioxoisoindolin-4-yl)amino)ethoxy)ethyl)piperazin-1-yl)piperidine-1-carboxylate O=C1NC(CCC1N1C(C2=CC=CC(=C2C1=O)NCCOCCN1CCN(CC1)C1CCN(CC1)C(=O)OCCCC)=O)=O